15-hydroxyergosta-4,6,8(14),22-tetraene-3-one OC1C[C@H]([C@@H](C=C[C@@H](C(C)C)C)C)[C@]2(CC[C@@H]3[C@]4(CCC(C=C4C=CC3=C12)=O)C)C